FC1C(C1)C(=O)NC=1SC2=C(N1)C=CC(=C2)C2=CC(=NS2)C 2-fluoro-N-(6-(3-methylisothiazol-5-yl)benzo[d]thiazol-2-yl)cyclopropane-1-carboxamide